(3S,4R)-3-fluoro-1-(4-((8-((2R,3R)-3-fluoro-2-methylazetidin-1-yl)-5-((S)-1-hydroxy-propan-2-yl)-2,7-naphthyridin-3-yl)amino)pyrimidin-2-yl)-3-methylpiperidin-4-ol F[C@]1(CN(CC[C@H]1O)C1=NC=CC(=N1)NC=1N=CC2=C(N=CC(=C2C1)[C@@H](CO)C)N1[C@@H]([C@@H](C1)F)C)C